ClC=1C=C(C=CC1)CN(C1=CC=CC(=N1)S(=O)(=O)NC(=O)C=1C(=NC=CC1)N1C(CC(C1)C)(C)C)C N-[[6-[(3-Chlorophenyl)methyl-methyl-amino]-2-pyridyl]sulfonyl]-2-(2,2,4-trimethylpyrrolidin-1-yl)pyridin-3-carboxamid